FC1=C(C(=O)O)C=C(C=C1)S(N(C)CC1=CC=C(C=C1)OC)(=O)=O 2-fluoro-5-[(4-methoxyphenyl)methyl-methyl-sulfamoyl]benzoic acid